3-((R)-3-(naphthalene-1-oxy)-1-phenylpropoxy)-1-phenylpropan-1-ol C1(=CC=CC2=CC=CC=C12)OCC[C@@H](OCCC(O)C1=CC=CC=C1)C1=CC=CC=C1